3-(1,3-dihydroisobenzofuran-5-yl-1,1-d2)tetrahydro-1H-pyrrolizine C1(OCC2=CC(=CC=C12)C1CCC2=CCCN12)([2H])[2H]